methyl 3-(3-(1-(2-bromoacetyl)cyclopropyl) phenyl)propanoate BrCC(=O)C1(CC1)C=1C=C(C=CC1)CCC(=O)OC